(5-bromo-2-methyl-3,4-dihydroquinolin-1(2H)-yl)-6-fluoro-1-methyl-[1,2,4]triazolo[4,3-a]quinazoline BrC1=C2CCC(N(C2=CC=C1)C1=NC=2N(C3=CC=CC(=C13)F)C(=NN2)C)C